(2R,5S)-tert-butyl 4-(11-bromo-10-chloro-6-oxo-4,6-dihydro-2H-spiro[[1,4]oxazepino[2,3,4-ij]quinazoline-3,3'-oxetan]-8-yl)-2,5-dimethylpiperazine-1-carboxylate BrC1=C(C=C2C(=NC(N3C2=C1OCC1(COC1)C3)=O)N3C[C@H](N(C[C@@H]3C)C(=O)OC(C)(C)C)C)Cl